cis-3-ethynylcyclobutanecarboxylic acid tert-butyl ester C(C)(C)(C)OC(=O)[C@@H]1C[C@@H](C1)C#C